C1(CC1)CNC1=NC(=CC2=C1N=C(N=C2)N[C@H]2[C@H](COC2)NC(C=C)=O)C2=C(C(=CC(=C2F)OC([2H])([2H])[2H])OC([2H])([2H])[2H])F N-((3R,4S)-4-((8-((cyclopropylmeth-yl)amino)-6-(2,6-difluoro-3,5-bis(meth-oxy-d3)phenyl)pyrido[3,4-d]pyrimidin-2-yl)amino)tetrahydrofuran-3-yl)acrylamide